C(C)(C)N1N=CC(=C1)C=1C=C(C=CC1)N(C(=O)[C@@H]1CC[C@H](CC1)NC(CCC(=O)OC)=O)C[C@@H]1CC[C@H](CC1)C1=CC(=C(C=C1)OC)C Methyl 4-((trans-4-((3-(1-isopropyl-1H-pyrazol-4-yl)phenyl)((trans-4-(4-methoxy-3-methylphenyl)cyclohexyl)methyl) carbamoyl)cyclohexyl)amino)-4-oxobutanoate